C(C)S(=O)(=O)C1=CC=2N(C=C1)N=CC2 5-ethanesulfonyl-pyrazolo[1,5-a]pyridine